N-[(5-Chlorothiophen-2-yl)methyl]-3-(1-methansulfonylpyrrolidin-2-yl)-1-(1,3-thiazol-4-carbonyl)-1H-pyrazol-5-amin ClC1=CC=C(S1)CNC1=CC(=NN1C(=O)C=1N=CSC1)C1N(CCC1)S(=O)(=O)C